2-hydroxy-1-(4-(1-(2-oxo-2-(4-(o-tolyloxy)piperidin-1-yl)ethyl)-1,4,5,6-tetrahydrocyclopenta[c]pyrazole-3-carbonyl)piperazin-1-yl)ethanone OCC(=O)N1CCN(CC1)C(=O)C=1C2=C(N(N1)CC(N1CCC(CC1)OC1=C(C=CC=C1)C)=O)CCC2